COCOC1=C(C(=CC2=C1C=CO2)C)B2OC(C(O2)(C)C)(C)C 2-(4-(methoxymethoxy)-6-methylbenzofuran-5-yl)-4,4,5,5-tetramethyl-1,3,2-dioxaborolane